BrC1=NC=CC(=C1OC)CC=1C=NC=C(C1C)OC1=C(C=C(C=C1)Cl)F 2-bromo-4-[[5-(4-chloro-2-fluoro-phenoxy)-4-methyl-3-pyridinyl]methyl]-3-methoxy-pyridine